C(C1=CC=CC=C1)(C1=CC=CC=C1)(C1=CC=CC=C1)OC[C@@H]1OC1 (R)-2-((trityloxy)methyl)oxirane